ClC=1C=C(C(=O)O)C=CC1OCC1(CC1)N(C(=O)C=1C=NN2C1CN(CC2)C(=O)C=2NC1=CC=CC=C1C2)C 3-chloro-4-({1-[N-methyl-5-(1H-indole-2-carbonyl)-4H,5H,6H,7H-pyrazolo[1,5-a]pyrazine-3-amido]cyclopropyl}methoxy)benzoic acid